FC(C(=O)O)(F)F.COC1(CN(C1)CC1=CC=C(/C=C/C2=NNC3=CC(=CC=C23)\C=C/2\C(NCC2C2=CC=CC=C2)=O)C=C1)C (E)-3-((3-((E)-4-((3-methoxy-3-methylazetidin-1-yl)methyl)styryl)-1H-indazol-6-yl)methylene)-4-phenylpyrrolidin-2-one trifluoroacetate